(R)-6-methyl-N-(5-(1-methyl-1H-pyrazol-3-yl)-2,3-dihydro-1H-inden-1-yl)imidazo[1,2-a]pyridine-3-carboxamide CC=1C=CC=2N(C1)C(=CN2)C(=O)N[C@@H]2CCC1=CC(=CC=C21)C2=NN(C=C2)C